C(C)(C)(C)OC(=O)N1CC=2N(C=3C(=CC=CC13)C)C=1C(C2)=CC=2C1C=COC2 1-methyl-6-benzofuro[2',3':4,5]pyrrolo[1,2-a]quinoxaline-5(6H)-carboxylic acid tert-butyl ester